N1C=CC2=CC(=CC=C12)NC([C@@H]1N(CCC1)C(=O)C1(CCCC1)C1=CC=C(C=C1)OC)=O N-1H-Indol-5-yl-1-{[1-(4-methoxyphenyl)cyclopentyl]carbonyl}-D-prolinamide